FC=1C=C(C=CC1OC1=C2C(=NC=C1)NN=C2NCC2OCCC2)NC(=O)C=2C(N(N=CC2)C2=CC=C(C=C2)F)=O N-(3-fluoro-4-((3-(((tetrahydrofuran-2-yl)methyl)amino)-1H-pyrazolo[3,4-b]pyridin-4-yl)oxy)phenyl)-2-(4-fluorophenyl)-3-oxo-2,3-dihydropyridazine-4-carboxamide